4-[3-carboxypropyl-[5-(dimethylamino)pentyl]amino]butanoic acid disodium salt [Na+].[Na+].C(=O)([O-])CCCN(CCCC(=O)[O-])CCCCCN(C)C